5-bromo-4-fluoro-1-(benzenesulfonyl)-1H-pyrrole BrC1=C(C=CN1S(=O)(=O)C1=CC=CC=C1)F